C(#N)C1=CNC2=C(C=CC(=C12)C)NS(=O)(=O)C=1C=NN(C1)S(=O)(=O)CF N-(3-Cyano-4-methyl-1H-indol-7-yl)-1-(fluoromethylsulfonyl)pyrazol-4-sulfonamid